C(#C)C=1C(=NN(C1)C)C(F)(F)F 4-ethynyl-1-methyl-3-(trifluoromethyl)pyrazole